C(C)OC(=O)C=1C=NN(C1)CC1=CC(=C(C=C1)OCC1(OCCO1)C(F)(F)F)F 1-[[3-fluoro-4-[[2-(trifluoromethyl)-1,3-dioxolan-2-yl]methoxy]phenyl]methyl]-1H-pyrazole-4-carboxylic acid ethyl ester